sodium p-methoxyphenylacetate COC1=CC=C(C=C1)CC(=O)[O-].[Na+]